ClC1=C(C=CC=C1)C1=CC(OC2=CC(=CC=C12)OC(C(=O)N1C[C@@H](CCC1)C(=O)N(C)C)C)=O (3R)-1-[2-[4-(2-chlorophenyl)-2-oxo-chromen-7-yl]oxypropionyl]-N,N-dimethyl-piperidine-3-carboxamide